CC1=C(C=2N(C=C1C1=C(C3=NC(=CC=C3N1)N1C(C(N(C(C1([2H])[2H])([2H])[2H])C(CN(C)C)=O)([2H])[2H])([2H])[2H])C(C)C)N=CN2)C 1-[4-(2-{7,8-dimethyl-[1,2,4]triazolo[1,5-a]pyridin-6-yl}-3-(propan-2-yl)-1H-pyrrolo[3,2-b]pyridin-5-yl)(2,2,3,3,5,5,6,6-2H8)piperazin-1-yl]-2-(dimethylamino)ethan-1-one